5-(imidazo[1,2-a]pyridin-6-yl)-N-(1-methylpiperidin-4-yl)-7H-pyrrolo[2,3-d]pyrimidin-2-amine N=1C=CN2C1C=CC(=C2)C2=CNC=1N=C(N=CC12)NC1CCN(CC1)C